BrC1=CC=C(C=C1)C=1C2=C(NC([C@@H](N1)CC(=O)OC)=S)C=CC(=C2)OC methyl (S)-2-(5-(4-bromophenyl)-7-methoxy-2-thioxo-2,3-dihydro-1H-benzo[e][1,4]diazepin-3-yl)acetate